C(C)(SC1CC(CC1)NC(=O)OCC1=CC=CC=C1)=O S-(3-(((benzyloxy)carbonyl)amino)cyclopentyl) ethanethioate